(S)-2-((1-((1,1-bis(4-chlorophenyl)prop-1-en-2-yl)amino)-3-methyl-1-oxobutan-2-yl)carbamoyl)-4-methoxypyridin-3-yl ethyl carbonate C(OC=1C(=NC=CC1OC)C(N[C@H](C(=O)NC(=C(C1=CC=C(C=C1)Cl)C1=CC=C(C=C1)Cl)C)C(C)C)=O)(OCC)=O